(2S)-2-[4-{5-chloro-2-[4-(difluoromethyl)-1H-1,2,3-triazol-1-yl]phenyl}-5-methoxy-2-oxopyridin-1(2H)-yl]-N-(quinoxalin-6-yl)pentanamide ClC=1C=CC(=C(C1)C1=CC(N(C=C1OC)[C@H](C(=O)NC=1C=C2N=CC=NC2=CC1)CCC)=O)N1N=NC(=C1)C(F)F